(3-fluoro-5-(4-(4-fluorophenyl)-1H-pyrazol-1-yl)phenyl)methylamine FC=1C=C(C=C(C1)N1N=CC(=C1)C1=CC=C(C=C1)F)CN